C(C)(CC)NC1=CC=C(C2=CC=C(NC(C)CC)C=C2)C=C1 di-sec-butylbenzidine